4-((3-(3-cyano-5-fluoropyridin-2-yl)-2-methoxyphenyl)amino)-6-(cyclopropanecarboxamido)-N-(methyl-d3)nicotinamide C(#N)C=1C(=NC=C(C1)F)C=1C(=C(C=CC1)NC1=CC(=NC=C1C(=O)NC([2H])([2H])[2H])NC(=O)C1CC1)OC